1-(4-fluorobenzyl)-6-methyl-3-(4-(2-(4-methylpiperazin-1-yl)ethoxy)phenyl)pyrimido[5,4-e][1,2,4]triazin-5,7(1H,6H)-dione FC1=CC=C(CN2N=C(N=C3C2=NC(N(C3=O)C)=O)C3=CC=C(C=C3)OCCN3CCN(CC3)C)C=C1